C(C)C1CCC=2N(C(C(=CC21)C(=O)OC)=O)C methyl 5-ethyl-1-methyl-2-oxo-2,5,6,7-tetrahydro-1H-cyclopenta[b]pyridine-3-carboxylate